1,1,1-TRIFLUOROPROPENE FC(C=C)(F)F